(E)-1-(4-(6-chloro-8-fluoro-7-(5-methyl-1H-indazol-4-yl)quinazolin-4-yl)piperazin-1-yl)-4-hydroxybut-2-en-1-one ClC=1C=C2C(=NC=NC2=C(C1C1=C2C=NNC2=CC=C1C)F)N1CCN(CC1)C(\C=C\CO)=O